5-(4-((7-ethyl-6-oxo-5,6-dihydro-1,5-naphthyridin-3-yl)methyl)-1,4-diazepan-1-yl)-N-methylpicolinamide C(C)C=1C(NC=2C=C(C=NC2C1)CN1CCN(CCC1)C=1C=CC(=NC1)C(=O)NC)=O